C(C)[Si](OCC)(C)C ethyl-dimethylethoxysilane